1-(8,9-Difluoro-6-oxo-1,2,3,4,5,6-hexahydrobenzo[c][1,7]naphthyridin-1-yl)-3-(3,4-difluorophenyl)-1-methylurea FC=1C(=CC2=C(C(NC=3CNCC(C23)N(C(=O)NC2=CC(=C(C=C2)F)F)C)=O)C1)F